tert-butyl (2S,6R*)-2-[(benzyloxy)methyl]-6-(4-nitrobenzoyloxy)-1,4-oxazocane-4-carboxylate C(C1=CC=CC=C1)OC[C@H]1OCC[C@H](CN(C1)C(=O)OC(C)(C)C)OC(C1=CC=C(C=C1)[N+](=O)[O-])=O |o1:13|